vinyl-carbamate C(=C)NC([O-])=O